2-[6-chloro-3-(trifluoromethyl)-2-pyridyl]-5-methyl-pyrazole-3-carbonitrile ClC1=CC=C(C(=N1)N1N=C(C=C1C#N)C)C(F)(F)F